3,6-diethylnaphthalene C(C)C=1C=CC2=CC=C(C=C2C1)CC